ClC1=CC(=C(C=C1)C1OC2=C(C=CC=C2C(=C1)F)C1CCN(CC1)CC1=NC2=C(N1CC1(CC1)CF)C=C(C=C2)C(=O)O)F 2-((4-(2-(4-chloro-2-fluorophenyl)-4-fluoro-2H-chromene-8-yl)piperidin-1-yl)methyl)-1-((1-(fluoromethyl)cyclopropyl)methyl)-1H-benzo[d]imidazole-6-carboxylic acid